5-(1H-imidazol-1-yl)-2-(6-((E)-((1R,5S)-1-methyl-8-azabicyclo[3.2.1]octan-3-ylidene)methyl)pyridazin-3-yl)phenol N1(C=NC=C1)C=1C=CC(=C(C1)O)C=1N=NC(=CC1)/C=C\1/C[C@]2(CC[C@@H](C1)N2)C